N-(3-chloro-5-methoxybenzyl)-2,2-dimethoxyethylamine ClC=1C=C(CNCC(OC)OC)C=C(C1)OC